N-(2-(3,3-difluoropyrrolidin-1-yl)-4-(2-fluoro-phenyl)pyridin-3-yl)-6-(1-methoxyethyl)nicotinamide FC1(CN(CC1)C1=NC=CC(=C1NC(C1=CN=C(C=C1)C(C)OC)=O)C1=C(C=CC=C1)F)F